CC=1C(=NC=C(C1)CNCCCO[Si](C1=CC=CC=C1)(C1=CC=CC=C1)C(C)(C)C)C(=O)NC=1C(=C(C=CC1)C1=C(C(=CC=C1)NC(C1=NC=C(C=C1)C(OC)OC)=O)C)C methyl-5-(((3-((Tert-butyldiphenylsilyl)oxy)propyl)amino)methyl)-N-(3'-(5-(dimethoxymethyl)picolinamido)-2,2'-dimethyl-[1,1'-biphenyl]-3-yl)picolinamide